N,N-diethyl-n-octadecylamine C(C)N(CC)CCCCCCCCCCCCCCCCCC